4-trans-diaminomethylcyclohexane NC(N)C1CCCCC1